2,2-Dimethyl-propionic acid 4-{4-[4-methyl-3-(4-pyridin-3-yl-pyrimidin-2-ylamino)-benzoylamino]phenyl}-piperidin-1-ylmethyl ester CC1=C(C=C(C(=O)NC2=CC=C(C=C2)C2CCN(CC2)COC(C(C)(C)C)=O)C=C1)NC1=NC=CC(=N1)C=1C=NC=CC1